C(/C1=CC=CC=C1)=C/1\CC(N(CC1)C(=O)OCC1=CC=CC=C1)C1=C(C=CC=C1)C(C)C benzyl (E)-4-benzylidene-2-(2-isopropylphenyl)piperidine-1-carboxylate